ClC=1C(=NC(=NC1)NC=1C=C2CCNCC2=CC1)N1OCCC1C1=CC=CC=C1 N-(5-chloro-4-(3-phenylisoxazolidin-2-yl)pyrimidin-2-yl)-1,2,3,4-tetrahydroisoquinolin-6-amine